Tert-butyl 3-amino-azetidinecarboxylate NC1CN(C1)C(=O)OC(C)(C)C